(N-dodecyl-N,N-dimethylammonio)-butyrate C(CCCCCCCCCCC)[N+](C)(C)C(C(=O)[O-])CC